FC(OCC=1[C@@H]([C@@H]([C@H]([C@@H](C1)NCCC=1SC=CC1)O)O)O)F (1S,2S,3S,6R)-4-((difluoromethoxy)methyl)-6-((2-(thiophen-2-yl)ethyl)amino)cyclohex-4-ene-1,2,3-triol